(R)-N-(6-(difluoromethyl)pyridazin-4-yl)-2,9-dimethyl-9-(trifluoromethyl)-8,9-dihydro-7H-imidazo[1,2-b]pyrrolo[3,2-d]pyridazin-7-carboxamide FC(C1=CC(=CN=N1)NC(=O)N1C[C@@](C=2C=3N(N=CC21)C=C(N3)C)(C(F)(F)F)C)F